(S)-6-ethyl-N-((S)-1-(5-(6-methoxy-2-methyl-2H-indazol-5-yl)-1H-imidazol-2-yl)-7-oxononyl)-6-azaspiro[2.5]octane-1-carboxamide C(C)N1CCC2(C[C@@H]2C(=O)N[C@@H](CCCCCC(CC)=O)C=2NC(=CN2)C2=CC3=CN(N=C3C=C2OC)C)CC1